carboxymethyl-hydroxyamine C(=O)(O)CNO